N1CCC(C2=CC=CC=C12)C=O 1,2,3,4-tetrahydroquinoline-4-aldehyde